6-[2-Fluoro-4-(3-hydroxypropoxyl)-3-methylphenyl]-5-methyl-4,5-dihydro-2H-pyridazin-3-one FC1=C(C=CC(=C1C)OCCCO)C=1C(CC(NN1)=O)C